ClC1=CC=NC(=C1C(=O)NCC1=CC=C(C=C1)C1=NC(=CC=C1)OC)C 4-chloro-N-(4-(6-methoxypyridin-2-yl)benzyl)-2-methylnicotinamide